NC1=NN2C(C=C(C=C2)C2=C3C=NNC3=CC(=C2)C(=O)NC(C)C2=C(C=CC=C2)OC(F)(F)F)=N1 4-(2-amino-[1,2,4]triazolo[1,5-a]pyridin-7-yl)-N-(1-(2-(trifluoromethoxy)phenyl)ethyl)-1H-indazole-6-carboxamide